CC(C)(C)S(=O)(=O)NC=1C=C(C=CC1)NC=1C2=C(N=C(N1)NC1=CC=C(C=C1)N1CCN(CC1)C)COC2 N4-(3-[(1,1-Dimethylethyl)sulfonamido]phenyl)-N2-[4-(4-methylpiperazin-1-yl)phenyl]-5,7-dihydrofuro[3,4-d]pyrimidine-2,4-diamine